CN(C)CC1(CC1)CC1=CC=CC=N1 6-((1-((dimethylamino)methyl)cyclopropyl)methyl)pyridine